(R)-5-(azetidin-3-yloxy)-N-(1-(benzo[b]thiophen-5-yl)ethyl)-2-methylbenzamide N1CC(C1)OC=1C=CC(=C(C(=O)N[C@H](C)C2=CC3=C(SC=C3)C=C2)C1)C